1-(3-chloro-2-fluorobenzyl)-4-((3-fluoro-6-((5-methyl-1H-pyrazol-3-yl)amino)pyrazin-2-yl)methyl)piperidine-4-carboxylic acid ClC=1C(=C(CN2CCC(CC2)(C(=O)O)CC2=NC(=CN=C2F)NC2=NNC(=C2)C)C=CC1)F